C(=O)(OC(C)(C)C)N1CCCCC1 R-N-Boc-piperidine